6-cyclopropoxypyridine-3-carboxylic acid C1(CC1)OC1=CC=C(C=N1)C(=O)O